1-((10-hydroxy-7-((R)-3-phenylbutyryl)-7-azaspiro[4.5]decan-10-yl)methyl)-N,N-dimethyl-6-oxo-4-phenyl-1,6-dihydropyridine-3-carboxamide OC1(CCN(CC12CCCC2)C(C[C@@H](C)C2=CC=CC=C2)=O)CN2C=C(C(=CC2=O)C2=CC=CC=C2)C(=O)N(C)C